C(C)C1=C(C=CC=C1)B(O)O 2-ethyl-benzeneboronic acid